NNC(=N)NN N,N'-diaminoguanidine